COC(=O)C1=CC(=C2C(=N1)C(N(C2C2=C(C=CC=C2)Cl)CC2=CC=C(C=C2)OC)=O)N 4-amino-5-(2-chlorophenyl)-6-[(4-methoxyphenyl)methyl]-7-oxo-5H,6H,7H-pyrrolo[3,4-b]pyridine-2-carboxylic acid methyl ester